tert-butyl 4-[1-[3-[2-[6-methyl-7-oxo-1-(p-tolylsulfonyl)pyrrolo[2,3-c]pyridin-4-yl]-4-nitro-phenoxy]phenyl]azetidin-3-yl]piperazine-1-carboxylate CN1C(C2=C(C(=C1)C1=C(OC=3C=C(C=CC3)N3CC(C3)N3CCN(CC3)C(=O)OC(C)(C)C)C=CC(=C1)[N+](=O)[O-])C=CN2S(=O)(=O)C2=CC=C(C=C2)C)=O